C1(NCC2=CC=CC=C12)C1=CC=C(C=C1)O 4-(Isoindolin-1-yl)phenol